ClC=1C=C(C#N)C=C(N1)Cl 2,6-dichloroisonicotinonitrile